FC=1C=C(C=CC1)C1N(CCC1)C(=O)C=1N=C(C2=C(N1)OC(=C2)C)NC2(CC2)C [2-(3-fluorophenyl)pyrrolidine-1-carbonyl]-6-methyl-N-(1-methylcyclopropyl)furo[2,3-d]pyrimidin-4-amine